F.C(C)N ethylamine hydrofluoride salt